(3-hydroxy-1-(4-methoxyphenyl)cyclobutyl)methyl 4-methylbenzenesulfonate CC1=CC=C(C=C1)S(=O)(=O)OCC1(CC(C1)O)C1=CC=C(C=C1)OC